C=1(C(=CC=C2CCCCC12)N)C=1C(=CC=C2CCCCC12)N 5,5',6,6',7,7',8,8'-octahydro-[1,1'-binaphthyl]-2,2'-diamine